6-isopropoxy-N-(2-methoxypyridin-3-yl)-2H-pyrazolo[3,4-b]Pyridine-5-carboxylic acid C(C)(C)OC1=C(C=C2C(=N1)N(NC2)C=2C(=NC=CC2)OC)C(=O)O